[Si](C)(C)(C(C)(C)C)OCCOC1CCC=2C(=C(C=C(C2C1=O)NC(C)=O)F)C N-(7-(2-((tert-butyldimethylsilyl)oxy)ethoxy)-3-fluoro-4-methyl-8-oxo-5,6,7,8-tetrahydronaphthalen-1-yl)acetamide